C(C)(C)C1N=COC1 4-isopropyl-4,5-dihydro-oxazole